BrC=1C=C2C(=NN(C2=CC1)C1=CC=CC=C1)COC1=C(C=CC=C1)CC(=O)OCC ethyl 2-(2-((5-bromo-1-phenyl-1H-indazol-3-yl)methoxy)phenyl)acetate